3-(2-chloro-4'-((4-(trifluoromethyl)pyrimidin-2-yl)methyl)-[1,1'-biphenyl]-3-yl)piperidine-2,6-dione ClC1=C(C=CC=C1C1C(NC(CC1)=O)=O)C1=CC=C(C=C1)CC1=NC=CC(=N1)C(F)(F)F